di-glycyl ether NCC(=O)OC(CN)=O